BrC=1C=CC=2N(C3=CC=C(C=C3C2C1)Br)CCCCCCP(O)(O)=O [6-(3,6-Dibromo-9H-carbazol-9-yl)hexyl]phosphonic acid